5-carboxyhydroxyl-methyl-uracil C(=O)(O)C=1C(NC(NC1CO)=O)=O